C(C)(C)(C)N=CC=1C(=NC(=CC1I)Cl)Cl N-tert-butyl-1-(2,6-dichloro-4-iodo-3-pyridyl)methanimine